methyl (5S,7aS)-5-((difluoromethoxy)methyl)-2-methylenetetrahydro-1H-pyrrolizine-7a(5H)-carboxylate FC(OC[C@H]1N2CC(C[C@@]2(CC1)C(=O)OC)=C)F